ethyl-N-(2-hydroxyethyl)-4-(4-nitrophenylazo)aniline C(C)N(C1=CC=C(C=C1)N=NC1=CC=C(C=C1)[N+](=O)[O-])CCO